N-(5-((1-methyl-1H-benzo[d][1,2,3]triazol-6-yl)ethynyl)-8-(methylamino)-2,7-naphthyridin-3-yl)cyclopropanecarboxamide CN1N=NC2=C1C=C(C=C2)C#CC2=C1C=C(N=CC1=C(N=C2)NC)NC(=O)C2CC2